((S)-2-(3-((1-(2-(4,4-dimethylpentyl)-5-methoxyphenyl) piperidin-4-yl) methoxy) phenyl) propyl) (ethyl methyl) phosphonite P(OC[C@@H](C)C1=CC(=CC=C1)OCC1CCN(CC1)C1=C(C=CC(=C1)OC)CCCC(C)(C)C)OCCC